6-bromo-2,2-dimethylhexanoic acid ethyl ester C(C)OC(C(CCCCBr)(C)C)=O